C1(=CC=CC=C1)C#CC1=CC=C(C=O)C=C1 4-(phenylethynyl)benzaldehyde